Methyl 8-bromo-9-(4-((1-(3-fluoropropyl)azetidin-3-yl)methyl)phenyl)-7-ethyl-6,7-dihydro-5H-benzo[7]annulene-3-carboxylate BrC=1C(CCC2=C(C1C1=CC=C(C=C1)CC1CN(C1)CCCF)C=CC(=C2)C(=O)OC)CC